CN1C(=C(C2=C1N=CN=C2N)C2=CC=C(C=C2)OCCN2CCCC2)C2=CCC1(CCNCC1)CC2 7-methyl-5-(4-(2-(pyrrolidin-1-yl)ethoxy)phenyl)-6-(3-azaspiro[5.5]undec-8-en-9-yl)-7H-pyrrolo[2,3-d]pyrimidin-4-amine